FC(OC1=CC=C(C=C1)C1=CN=C2N1C=CN=C2NC2=CC(=C(C(=O)N(CCN1CCNCC1)C)C=C2)C)F 4-[[3-[4-(di-fluoromethoxy)phenyl]imidazo[1,2-a]pyrazin-8-yl]amino]-N,2-dimethyl-N-(2-piperazin-1-ylethyl)benzamide